ClC1=CC(=CC=2C=C(OC21)CNC(OC(C)(C)C)=O)C2=NC=C(C=C2)C(=O)N2CCN(CC2)C tert-Butyl (7-chloro-5-(5-(4-methylpiperazine-1-carbonyl)pyridin-2-yl)benzofuran-2-yl)methylcarbamate